CN(C(C=C)=O)C1=NC=C2CCN(CC2=C1)C(=O)OC(C)(C)C tert-butyl 7-(N-methylacrylamido)-3,4-dihydro-2,6-naphthyridine-2(1H)-carboxylate